[N].C(#N)C(C)C=1N(C(=NC1COCCC#N)C1=CC=CC=C1)COCCC#N 1-cyanoethyl-2-phenyl-3,5-bis(cyanoethoxymethyl)imidazole NITROGEN